7-(((trans-4-(Trifluoromethyl)cyclohexyl)oxy)methyl)-2,3-dihydrobenzofuran-5-amine FC([C@@H]1CC[C@H](CC1)OCC1=CC(=CC=2CCOC21)N)(F)F